ClC1=CC2=C(N=C(S2)C(C(C)OC(C(C)(C)C)O)(C)C)C=C1 ((3-(6-chlorobenzothiazol-2-yl)-3-methylbut-2-yl)oxy)-2,2-dimethylpropan-1-ol